1,3,7-trimethyl-8-(pyridin-3-ylmethylsulfanyl)-1H-purine CN1CN(C2=NC(N(C2=C1)C)SCC=1C=NC=CC1)C